N[C@H]1CC[C@@H](N(C1)C(=O)N1CC2(CCCC2)[C@@H](CC1)CN1C=NC(=CC1=O)C1=CC=CC=C1)C1=CC=CC=C1 3-(((R)-7-((2R,5s)-5-amino-2-phenylpiperidine-1-carbonyl)-7-azaspiro[4.5]dec-10-yl)methyl)-6-phenylpyrimidin-4(3H)-one